C1(=CC=C(C=C1)N(C1=CC=2C(C3=CC=CC=C3C2C=C1)(C)C)C1=CC=C(C=C1)C1=CC2=C(OC3=C2C=C(C=C3)C=3C=CC=2N(C4=CC=CC=C4C2C3)C3=CC=CC=C3)C=C1)C1=CC=CC=C1 N-([1,1'-biphenyl]-4-yl)-9,9-dimethyl-N-(4-(8-(9-phenyl-9H-carbazol-3-yl)dibenzo[b,d]furan-2-yl)phenyl)-9H-fluoren-2-amine